BrC(CC(=O)[O-])C(C)=O 3-bromo-4-keto-valerate